N-(bicyclo[1.1.1]pentan-1-yl)-2-cyclobutyl-8-hydroxy-5-(2-morpholinoethyl)-6-oxo-5,6-dihydropyrido[2,3-b]pyrazine-7-carboxamide C12(CC(C1)C2)NC(=O)C2=C(C=1C(=NC=C(N1)C1CCC1)N(C2=O)CCN2CCOCC2)O